calcium nitrite salt N(=O)[O-].[Ca+2].N(=O)[O-]